[Al].[Si].[Fe].[Co] cobalt-iron-silicon-aluminum